7-hydroxy-4'-methoxyflavan OC1=CC=C2CCC(OC2=C1)C1=CC=C(C=C1)OC